BrC1=CC=2N(C=C1)N=CC2C=NO 5-bromopyrazolo[1,5-a]pyridine-3-carbaldehyde oxime